N[C@@H](C(=O)O)CC D-2-Aminobutyric acid